1-(11Z-eicosenoyl)-2-heneicosanoyl-glycero-3-phosphocholine CCCCCCCCCCCCCCCCCCCCC(=O)O[C@H](COC(=O)CCCCCCCCC/C=C\CCCCCCCC)COP(=O)([O-])OCC[N+](C)(C)C